(2S,4S)-4-fluoro-1-[2-[4-[furo[3,2-c]pyridin-7-yl(methyl)amino]-1-piperidyl]acetyl]pyrrolidine-2-carbonitrile F[C@H]1C[C@H](N(C1)C(CN1CCC(CC1)N(C)C=1C2=C(C=NC1)C=CO2)=O)C#N